C(=O)C1CCN(CC1)C1=CC=C(N=N1)C(=O)OC(C)(C)C tert-butyl 6-(4-(formyl)piperidin-1-yl)pyridazine-3-carboxylate